C1(=CC=CC=C1)C=1C(C=CC(C1)=O)=O o-phenyl-para-benzoquinone